N-(1-(5-bromo-4-chloropyridin-3-yl)-3,4-dihydroxy-2-methylbutyl)-2-methylpropane-2-sulfinamide BrC=1C(=C(C=NC1)C(C(C(CO)O)C)NS(=O)C(C)(C)C)Cl